ClC1=C(C=CC=C1)[C@@H]1CCC=2N1N=C(N2)[S@@](=O)C(F)F (5S)-5-(2-chlorophenyl)-2-[(R)-difluoromethylsulfinyl]-6,7-dihydro-5H-pyrrolo[1,2-b][1,2,4]triazole